OC(CP(O)(O)=O)P(O)(O)=O (1-hydroxyethylene)diphosphonic acid